1-oxa-6-azaspiro[3.3]heptan-6-yl-[rac-(4S)-7-chloro-6-(3-fluoro-2-pyridyl)-4-methyl-8-(trifluoromethyl)-4H-[1,2,4]triazolo[1,5-a][1,4]benzodiazepin-2-yl]methanone O1CCC12CN(C2)C(=O)C2=NN1C([C@@H](N=C(C3=C1C=CC(=C3Cl)C(F)(F)F)C3=NC=CC=C3F)C)=N2 |r|